ClC1=CC=C(C=C1)N/1C(N(C(N\C1=N/C1=CC=C(C=C1)OC1=NC=CC=C1)=O)CC1CNCO1)=O (E)-5-((3-(4-chlorophenyl)-2,6-dioxo-4-((4-(pyridin-2-yloxy)phenyl)imino)-1,3,5-triazin-1-yl)methyl)oxazolidine